Natrium 5-[[4-[2-Fluoro-4-[[1-[(3-Chlorophenyl)carbamoyl]cyclopropanecarbonyl] amino] phenoxy]-6-methoxy-7-quinolyl]oxy]valerat FC1=C(OC2=CC=NC3=CC(=C(C=C23)OC)OCCCCC(=O)[O-])C=CC(=C1)NC(=O)C1(CC1)C(NC1=CC(=CC=C1)Cl)=O.[Na+]